ClC1=CC=C(C=C1)C1=N[C@H](C=2N(C3=C1C(=C(S3)C)C)C(=NN2)C)CC(=O)NC2=CC=C(C=C2)CCCNC(OC(C)(C)C)=O tert-butyl (S)-(3-(4-(2-(4-(4-chlorophenyl)-2,3,9-trimethyl-6H-thieno[3,2-f][1,2,4]triazolo[4,3-a][1,4]diazepin-6-yl)acetamido)phenyl)propyl)carbamate